N-{3-[4-(Methylamino)-6-phenylfuro[2,3-d]pyrimidin-5-yl]phenyl}prop-2-enamide CNC=1C2=C(N=CN1)OC(=C2C=2C=C(C=CC2)NC(C=C)=O)C2=CC=CC=C2